tertbutyl 6-(3-(2-(difluoromethoxy)-4-methylphenyl)-1-(2-isopropylphenyl)ureido)-2-azaspiro[3.3]heptane-2-carboxylate FC(OC1=C(C=CC(=C1)C)NC(N(C1=C(C=CC=C1)C(C)C)C1CC2(CN(C2)C(=O)OC(C)(C)C)C1)=O)F